NC1=C(C=C(C=N1)C1=NC(=C(C(=C1)C)N1CCN(CC1)C)C)C(=O)NC1=CC(=CC=C1)C#CC(C)(C)O 6'-amino-N-(3-(3-hydroxy-3-methylbut-1-yn-1-yl)phenyl)-4,6-dimethyl-5-(4-methylpiperazin-1-yl)-[2,3'-bipyridine]-5'-carboxamide